(1R,2S)-2-fluoro-N-methyl-N'-((5-(trifluoromethyl)pyridin-2-yl)methyl)cyclopropane-1-carbohydrazide F[C@@H]1[C@H](C1)C(=O)N(NCC1=NC=C(C=C1)C(F)(F)F)C